C(#N)[C@H](C[C@@H]1C(NCC1)=O)NC(=O)[C@H]1N([C@@H]2CC([C@H]1CC2)(F)F)C([C@](C)(C2=CC=CC=C2)O)=O (1S,3S,4S)-N-((S)-1-cyano-2-((R)-2-oxopyrrolidin-3-yl)ethyl)-5,5-difluoro-2-((S)-2-hydroxy-2-phenylpropanoyl)-2-azabicyclo[2.2.2]octane-3-carboxamide